OC[C@H]1OCCN(C1)C1=NC2=CC=C(C=C2C(=N1)N1[C@H](COCC1)C1=CC=CC=C1)C=1C=C(C(N(C1)C)=O)C 5-(2-((S)-2-(hydroxymethyl)morpholino)-4-((S)-3-phenylmorpholino)quinazolin-6-yl)-1,3-dimethylpyridin-2(1H)-one